5-[5-(3,5-dichloro-4-fluorophenyl)-4,5-dihydro-5-(trifluoromethyl)-3-isoxazolyl]-N-(2-pyrimidinylmethyl)-8-isoquinoline-carboxamide ClC=1C=C(C=C(C1F)Cl)C1(CC(=NO1)C1=C2C=CN=CC2=C(C=C1)C(=O)NCC1=NC=CC=N1)C(F)(F)F